CC1=C(C=CC(=C1)C)C=1CCCC2=C(C1C1=CC=C(C=C1)C=C1CN(C1)CCCF)C=CC=C2 8-(2,4-Dimethylphenyl)-9-(4-((1-(3-fluoropropyl)azetidin-3-yliden)methyl)phenyl)-6,7-dihydro-5H-benzo[7]annulen